dodec-8-yne CCCCCCCC#CCCC